4,5-diamino-2-methyl-N-[2-(2-pyridyl)ethyl]benzenesulfonamide NC1=CC(=C(C=C1N)S(=O)(=O)NCCC1=NC=CC=C1)C